9-[4-(1-phenylcyclobutyl)phenyl]-3,4,6,7,8,9-hexahydropyrido[2,1-c][1,2,4]thiadiazine 2,2-dioxide C1(=CC=CC=C1)C1(CCC1)C1=CC=C(C=C1)C1CCCN2C1=NS(CC2)(=O)=O